(R)-butane-1,3-diyl dibutyrate C(CCC)(=O)OCC[C@@H](C)OC(CCC)=O